ClC1=C(C=CC(=C1)C(=O)OC(C)C)NC(C1=CC(=CC(=C1)Cl)Cl)=O N-[2-chloro-4-(isopropoxycarbonyl)phenyl]-3,5-dichlorobenzamide